NC1=C(C=NN1C)C#N 5-amino-1-methyl-pyrazole-4-carbonitrile